((3-methoxypyridin-2-yl)methyl)magnesium chloride COC=1C(=NC=CC1)C[Mg]Cl